C(C)OC(CCC(=O)C1=NC2=CC=CC(=C2C(=C1O)C(F)(F)F)C1=CC=CC=C1)=O 4-(3-Hydroxy-5-phenyl-4-trifluoromethyl-quinolin-2-yl)-4-oxo-butyric acid ethyl ester